3-ethyl-4-[1-(pyridin-3-ylmethyl)benzimidazol-2-yl]-1,2,5-thiadiazole C(C)C1=NSN=C1C1=NC2=C(N1CC=1C=NC=CC1)C=CC=C2